C1(=CC=CC=C1)C1=C2C=CC=CC2=C(C2=CC=CC=C12)C1=CC=C(C=C1)C=1C=CC=2NC3=CC=CC=C3C2C1 3-[4-(10-phenyl-9-anthracenyl)phenyl]-9H-carbazole